C(C)(C)(C)OC(=O)N1C[C@@]([C@H](CC1)O)(C)F.CC1=CC=C(C=C1O)NCCO |r| 6-methyl-1-hydroxy-3-(beta-hydroxyethyl)aminobenzene rac-tert-butyl-(3R,4S)-3-fluoro-4-hydroxy-3-methylpiperidine-1-carboxylate